ClC=1C(=C(C=CC1)NC(=O)C=1C=CC(=C(C1)B(O)O)C)F (5-((3-chloro-2-fluorophenyl)carbamoyl)-2-methylphenyl)boronic acid